6-((tert-butoxycarbonyl)amino)picolinic acid C(C)(C)(C)OC(=O)NC1=CC=CC(=N1)C(=O)O